1,4-dicyano-2-butene C(#N)CC=CCC#N